1-(1,1-difluoroethyl)-3-iodobenzene FC(C)(F)C1=CC(=CC=C1)I